N(=[N+]=[N-])CC1CCN(CC1)C1CN(C1)C(CNC1=C2C(N(C(C2=CC=C1)=O)C1C(NC(CC1)=O)=O)=O)=O 4-((2-(3-(4-(azidomethyl)piperidin-1-yl)azetidin-1-yl)-2-oxoethyl)amino)-2-(2,6-dioxopiperidin-3-yl)isoindoline-1,3-dione